5-[[4-[(6,7-dimethoxy-1,5-naphthyridin-4-yl)oxy]-3-fluorophenyl]carbamoyl]-1,2,6-trimethyl-4-oxopyridine-3-carboxylic acid COC=1N=C2C(=CC=NC2=CC1OC)OC1=C(C=C(C=C1)NC(=O)C=1C(C(=C(N(C1C)C)C)C(=O)O)=O)F